C1(CC1)C1=CC=NC=C1C(=O)O 4-cyclopropylnicotinic acid